C(CCCCCCCCCCC)(=O)N(C)CC(=O)[O-] lauroylsarcosinate